OC1C2CNCC(C1)N2 6-hydroxy-3,8-diazabicyclo[3.2.1]octane